(2S,3R)-3-((2-amino-6-methylpyridin-4-yl)methyl)-N2-(1-methyl-1H-pyrazol-5-yl)-N1-((R)-1-(4-methylphenyl)propyl)-N2-methyl-4-oxoazetidine-1,2-dicarboxamide NC1=NC(=CC(=C1)C[C@@H]1[C@H](N(C1=O)C(=O)N[C@H](CC)C1=CC=C(C=C1)C)C(=O)N(C)C1=CC=NN1C)C